C1(CC1)C1=C(C(=NO1)C1=C(C=CC=C1)C(F)(F)F)CO [5-cyclopropyl-3-[2-(trifluoromethyl)phenyl]-1,2-oxazol-4-yl]methanol